3-[[1-[6-(3-cyano-5-methyl-pyrazol-1-yl)-5-[(2S,4S)-4-fluorotetrahydrofuran-2-yl]-2-pyridyl]benzimidazol-5-yl]amino]-N,N,6-trimethyl-pyridazine-4-carboxamide C(#N)C1=NN(C(=C1)C)C1=C(C=CC(=N1)N1C=NC2=C1C=CC(=C2)NC=2N=NC(=CC2C(=O)N(C)C)C)[C@H]2OC[C@H](C2)F